[Cu+2].C(C)(=O)[O-].C(C)(=O)[O-] acetic acid copper salt